C(C1=CC(OC)=C(O)C=C1)[N-]CCCCCCCCC vanillyl-nonylamid